[(2S,6R)-4-cyclohexyl-6-(2,4-dioxopyrimidin-1-yl)-2-(triisopropylsilyloxymethyl)-morpholin-2-yl]methyl benzoate C(C1=CC=CC=C1)(=O)OC[C@@]1(CN(C[C@@H](O1)N1C(NC(C=C1)=O)=O)C1CCCCC1)CO[Si](C(C)C)(C(C)C)C(C)C